C1(=CC=C2C=CC3=CC=CC4=CC=C1C2=C34)N Pyren-amine